Imidazole-4-Carboxamide N1C=NC(=C1)C(=O)N